(3S)-1-[3-[6-[3-(Trifluoromethyl)azetidin-1-yl]-3-pyridyl]azetidine-1-carbonyl]pyrrolidine-3-carboxamide FC(C1CN(C1)C1=CC=C(C=N1)C1CN(C1)C(=O)N1C[C@H](CC1)C(=O)N)(F)F